OC[C@H]1C[C@H](C1)NC([O-])=O cis-3-hydroxymethylcyclobutylcarbamate